[I-].[I-].[I-].[I-].C1=CC=CC=2SC3=CC=CC=C3NC12 Phenothiazine Tetraiodide